4-(2',4'-dimethoxyphenyl-fluorenylmethoxycarbonyl-aminomethyl)-phenoxyl-acetamido-methylbenzhydrylamine COC1=C(C=CC(=C1)OC)C(C1=CC=C(OC(C2=CC=CC=C2)(C2=CC=CC=C2)N(C)NC(C)=O)C=C1)(N)C(=O)OCC1=CC=CC=2C3=CC=CC=C3CC12